O=C1NC(CCC1N1C(C2=CC=C(C=C2C1)CNC(=O)C=1COC2=CC=C(C=C2C1)C#C)=O)=O N-((2-(2,6-dioxopiperidin-3-yl)-1-oxoisoindolin-5-yl)methyl)-6-ethynyl-2H-chromene-3-carboxamide